ClC1=CC=2N(C(N(CC2C=N1)C1=C(C=CC=C1C)F)=O)[C@@H]1CC[C@H](CC1)N(C(OC(C)(C)C)=O)C trans-tert-butyl N-[4-[7-chloro-3-(2-fluoro-6-methyl-phenyl)-2-oxo-4H-pyrido[4,3-d]pyrimidin-1-yl]cyclohexyl]-N-methyl-carbamate